(S,Z)-2-(methoxymethyl)-N-((R)-2-(triethylsilyl)cyclohexylidene)pyrrolidin-1-amine COC[C@H]1N(CCC1)\N=C\1/[C@@H](CCCC1)[Si](CC)(CC)CC